OCC(C[Na])O 1,2-dihydroxy-3-propyl-sodium